trimethylsilylsuccinic acid diisobutyl ester diisobutyl-methoxysuccinate C(C(C)C)C(C(C(=O)O)OC)(C(=O)O)CC(C)C.C(C(C)C)OC(C(CC(=O)OCC(C)C)[Si](C)(C)C)=O